FC1=CC=C(C=C1)C=1NC2=CC=CC=C2C1C1=NN=C(O1)O 5-[2-(4-fluorophenyl)-1H-indol-3-yl]-1,3,4-oxadiazol-2-ol